1-[[2-(difluoromethoxy)pyridin-4-yl]methyl]-3-[5-oxaspiro[3.5]nonan-8-yl]urea FC(OC1=NC=CC(=C1)CNC(=O)NC1CCOC2(CCC2)C1)F